C1(CC1)C1=NC=NC(=C1C=1N=CC2=C(N1)C(=NN2)I)OC 5-(4-cyclopropyl-6-methoxypyrimidin-5-yl)-3-iodo-1H-pyrazolo[4,3-d]pyrimidine